C(C)(C)(C)C=1C=C(C(=O)N)C=CN1 2-tert-butylisonicotinamide